NC1=C(SC2=NC(=CC(=C21)C)C)C(=O)NC2CC=1C=CC(=NC1CC2)N2CC(C(C2)OC(COC)(C)C)N 3-amino-N-(2-{3-amino-4-[(1-methoxy-2-methylpropan-2-yl)oxy]pyrrolidin-1-yl}-5,6,7,8-tetrahydroquinolin-6-yl)-4,6-dimethylthieno[2,3-b]pyridine-2-carboxamide